CN1N=C(N=N1)C1CCC(CC1)C(=O)Cl (1r,4r)-4-(2-methyl-2H-tetrazol-5-yl)cyclohexane-1-carbonyl chloride